C1=CC=CC=2C3=CC=CC=C3C(C12)COC(=O)NC(C(=O)O)CC=C ((((9H-fluoren-9-yl)methoxy)carbonyl)amino)pent-4-enoic acid